COCC1NCCC1 2-(methoxymethyl)pyrrolidine